ClC=1C=CC2=C(C(CCCN2S(=O)(=O)C2=CC=C(C=C2)C)=O)C1 7-chloro-1-(4-methylbenzenesulfonyl)-2,3,4,5-tetrahydro-1H-1-benzazepin-5-one